3-iodo-N-[(1S)-1-(3-pyrazin-2-ylpyrazin-2-yl)ethyl]-5-(trifluoromethyl)benzamide IC=1C=C(C(=O)N[C@@H](C)C2=NC=CN=C2C2=NC=CN=C2)C=C(C1)C(F)(F)F